BrCC1=CC(=NC=C1)Cl 4-(bromomethyl)-2-chloropyridine